(1E,3Z)-buta-1,3-diene C=CC=C